6-bromo-5-methoxy-N-(3-methyl-4-{[1,2,4]triazolo[1,5-a]pyridin-7-yloxy}phenyl)quinazolin-4-amine BrC=1C(=C2C(=NC=NC2=CC1)NC1=CC(=C(C=C1)OC1=CC=2N(C=C1)N=CN2)C)OC